tert-butyl (7-((3aS,4S,6R,6aR)-6-(hydroxymethyl)-2,2-dimethyltetrahydrofuro[3,4-d][1,3]dioxol-4-yl)pyrrolo[2,1-f][1,2,4]triazin-4-yl)carbamate OC[C@H]1O[C@H]([C@H]2[C@@H]1OC(O2)(C)C)C2=CC=C1C(=NC=NN12)NC(OC(C)(C)C)=O